COC=1C=C(C(=O)NC2=C(C=CC=C2)C=2OC3=C(C2)C=CC(=C3)CN3CCN(CC3)C(=O)OC(C)(C)C)C=C(C1OC)OC tert-Butyl 4-((2-(2-(3,4,5-trimethoxybenzamido)phenyl)benzofuran-6-yl)methyl)piperazine-1-carboxylate